4-((S)-4-acryloyl-2-methylpiperazine-1-yl)-6-fluoro-7-(2-fluoro-6-hydroxyphenyl)-1-(2-isopropyl-4-methylpyridine-3-yl)pyrido[2,3-d]pyrimidine-2(1H)-one C(C=C)(=O)N1C[C@@H](N(CC1)C=1C2=C(N(C(N1)=O)C=1C(=NC=CC1C)C(C)C)N=C(C(=C2)F)C2=C(C=CC=C2O)F)C